FC1=C(C=C(C=C1C)[N+](=O)[O-])[C@@H](C)NC1=CC(=NC2=CC=C(C=C12)C1=CC(N(C=C1)CC(=O)N(C)C)=O)C (R)-2-(4-(4-((1-(2-fluoro-3-methyl-5-nitrophenyl)ethyl)amino)-2-methylquinolin-6-yl)-2-oxopyridin-1(2H)-yl)-N,N-dimethylacetamide